1-[5-[3-cyano-6-[1-(4-piperidyl)pyrazol-4-yl]pyrazolo[1,5-a]pyridin-4-yl]-2-pyridyl]-4-ethyl-N-[(1R)-2,2,2-trifluoro-1-methyl-ethyl]piperidine-4-carboxamide hydrochloride salt Cl.C(#N)C=1C=NN2C1C(=CC(=C2)C=2C=NN(C2)C2CCNCC2)C=2C=CC(=NC2)N2CCC(CC2)(C(=O)N[C@@H](C(F)(F)F)C)CC